NCC=1C(NC2=CC=CC=C2C1)=O 3-(aminomethyl)quinolin-2(1H)-one